[SiH2](ON=C=O)N=C=O SILOXANE DIISOCYANATE